O1COC2=C1C=CC(=C2)C=2C=CC(=C(C2)NC2=NC=NC1=CC(=C(C=C21)OC2CCN(CC2)C(C=C)=O)OC)OC 1-(4-((4-((5-(benzo[d][1,3]dioxol-5-yl)-2-methoxyphenyl)amino)-7-methoxy-quinazolin-6-yl)oxy)piperidin-1-yl)prop-2-en-1-one